C(C=C)(=O)OCCN(C)C Dimethylamino-ethyl acrylate